ClC=1C=C(C=CC1C1CC1)C=1C=C2CCC(C2=C(C1)C)N1CCC(CC1)(O)C (5-(3-chloro-4-cyclopropylphenyl)-7-methyl-2,3-dihydro-1H-inden-1-yl)-4-methylpiperidin-4-ol